(S)-2-amino-4-(2-iodoethoxy)butyric acid N[C@H](C(=O)O)CCOCCI